ClC1=NC(=CC=C1C=O)Cl 2,6-Dichloropyridine-3-carbaldehyde